4-(9-ethyl-2-(4-methoxy-3-(1-methyl-1H-pyrazol-3-yl)phenyl)-9H-purin-6-yl)morpholine C(C)N1C2=NC(=NC(=C2N=C1)N1CCOCC1)C1=CC(=C(C=C1)OC)C1=NN(C=C1)C